ClC=1C=C(C=CC1C(=O)N1CCN(CC1)CCNC)NC(=O)C=1N(C(=CN1)C1=C(C(=C(C=C1)OC)F)F)C N-[3-chloro-4-[4-[2-(methylamino)ethyl]piperazine-1-carbonyl]phenyl]-5-(2,3-difluoro-4-methoxy-phenyl)-1-methyl-imidazole-2-carboxamide